(2,6-bis(benzyloxy)-4-methoxyphenyl)methanol C(C1=CC=CC=C1)OC1=C(C(=CC(=C1)OC)OCC1=CC=CC=C1)CO